rac-tert-butyl N-[3-methyl-5-[[2-[(2R,5S)-5-methyl-2-[4-(4-methylpiperazin-1-yl)phenyl]-1-piperidyl]-2-oxo-acetyl]amino]-2-pyridyl]carbamate CC=1C(=NC=C(C1)NC(C(=O)N1[C@H](CC[C@@H](C1)C)C1=CC=C(C=C1)N1CCN(CC1)C)=O)NC(OC(C)(C)C)=O |r|